C(#N)[C@H](CC1=C(C=C(C=C1)C1=CC=C(C=C1)C#N)F)NC(=O)[C@H]1OCCCN(C1)C(=O)OC(C)(C)C tert-butyl (2S)-2-{[(1S)-1-cyano-2-{4'-cyano-3-fluoro-[1,1'-biphenyl]-4-yl}ethyl]carbamoyl}-1,4-oxazepane-4-carboxylate